tert-butyl (R)-4-acetoxy-8-(chloromethyl)-2-methyl-7,8-dihydro-6H-thieno[2,3-e]indole-6-carboxylate C(C)(=O)OC1=C2C(=C3[C@H](CN(C3=C1)C(=O)OC(C)(C)C)CCl)SC(=C2)C